tert-Butyl 4-(3-amino-1-phenyl-propyl)-2,2-dimethyl-pyrrolidine-1-carboxylate NCCC(C1=CC=CC=C1)C1CC(N(C1)C(=O)OC(C)(C)C)(C)C